BrC1=CC=C(C=C1)N(C1=CC=CC=C1)C (4-bromophenyl)-methyl-phenyl-amine